5-(3,6-dimethylpiperazin-2-yl)pyridin-2(1H)-one CC1C(NC(CN1)C)C=1C=CC(NC1)=O